(2R)-1-(3-acetylthio-2-methyl-1-oxo-propyl)-L-proline C(C)(=O)SCC(C(=O)N1[C@H](CCC1)C(=O)O)C